2-(4-((6-(((S)-1-(4-isopropylphenyl)ethyl)carbamoyl)-1,2-dimethyl-1H-indol-3-yl)methyl)phenoxy)propanoic acid C(C)(C)C1=CC=C(C=C1)[C@H](C)NC(=O)C1=CC=C2C(=C(N(C2=C1)C)C)CC1=CC=C(OC(C(=O)O)C)C=C1